N-((S)-2-((5-(1,4-Dimethyl-1H-pyrazol-5-yl)pyridin-2-yl)amino)-1-((1r,4S)-4-methylcyclohexyl)-2-oxoethyl)-3-ethylisoxazole-4-carboxamide CN1N=CC(=C1C=1C=CC(=NC1)NC([C@H](C1CCC(CC1)C)NC(=O)C=1C(=NOC1)CC)=O)C